7-(4-methoxybenzyl)-8-methyl-7H-purine COC1=CC=C(CN2C(=NC3=NC=NC=C23)C)C=C1